tert-butyl (1S,4S)-5-[4-[3-chloro-4-(difluoromethoxy)-2-fluoro-anilino]pyrido[3,2-d]pyrimidin-6-yl]-2,5-diazabicyclo[2.2.1]heptane-2-carboxylate ClC=1C(=C(NC=2C3=C(N=CN2)C=CC(=N3)N3[C@@H]2CN([C@H](C3)C2)C(=O)OC(C)(C)C)C=CC1OC(F)F)F